2-(5-(((2,4-diamino-5-chloroquinazolin-6-yl)methyl)amino)thiophene-2-carboxamido)pentanoic acid NC1=NC2=CC=C(C(=C2C(=N1)N)Cl)CNC1=CC=C(S1)C(=O)NC(C(=O)O)CCC